1-(2,2-difluoroethyl)-N-((6-phenylpyridazin-3-yl)methyl)-1H-1,2,3-triazole-4-carboxamide FC(CN1N=NC(=C1)C(=O)NCC=1N=NC(=CC1)C1=CC=CC=C1)F